2,3-dibromo-1-propylamine hydrogen bromide salt Br.BrC(CN)CBr